F/C=C/N1N=NC2=C1C=C(C=C2)C=2C=CN1N=C(N=C(C12)OC)NC1CCC(CC1)(O)C (1R,4r)-4-((5-(1-((E)-2-fluorovinyl)-1H-benzo[d][1,2,3]triazol-6-yl)-4-methoxypyrrolo[2,1-f][1,2,4]triazin-2-yl)amino)-1-methylcyclohex-an-1-ol